4,4',4''-(((1,3,5-triazinane-1,3,5-triyl)tris(benzene-4,1-diyl))tris(oxy))triphenol N1(CN(CN(C1)C1=CC=C(C=C1)OC1=CC=C(C=C1)O)C1=CC=C(C=C1)OC1=CC=C(C=C1)O)C1=CC=C(C=C1)OC1=CC=C(C=C1)O